NC=1C=CC(=C2CN(C(C12)=O)CC(C#N)=C)C1=CC(=C2C=NN(C2=C1)C)C=1C=NC=CC1 2-({7-amino-4-[1-methyl-4-(pyridin-3-yl)-1H-indazol-6-yl]-1-oxo-2,3-dihydro-1H-isoindol-2-yl}methyl)prop-2-enenitrile